C(#N)C1=C(SC2=C1C(=NC=C2F)C=2C1=C(C=3C=NC(=NC3C2F)N2CC(C(C2)OC)N2C[C@@H](N(CC2)C)C)COC1)NC(OC(C)(C)C)=O tert-Butyl (3-cyano-4-(3-(3-((S)-3,4-dimethylpiperazin-1-yl)-4-methoxypyrrolidin-1-yl)-5-fluoro-7,9-dihydrofuro[3,4-f]quinazolin-6-yl)-7-fluorothieno[3,2-c]pyridin-2-yl)carbamate